CN1CCCC1.OCCS(=O)(=O)O 2-hydroxyethanesulfonic acid N-methylpyrrolidine salt